(S)-3-(2-fluorophenyl)-N-hydroxy-4-(4-methyltetrahydro-2H-pyran-4-carbonyl)-2,3,4,5-tetrahydrobenzo[f][1,4]oxazepine-8-carboxamide FC1=C(C=CC=C1)[C@H]1COC2=C(CN1C(=O)C1(CCOCC1)C)C=CC(=C2)C(=O)NO